N1C=C(C2=CC=CC=C12)CN1SC(N(C1=O)CCCCCC(=O)O)=S 6-(2-((1H-indol-3-yl)methyl)-3-oxo-5-thioxo-1,2,4-thiadiazolidin-4-yl)hexanoic acid